methyl 3-(2-(((1S,3S)-3-aminocyclopentyl) amino)-5-(trifluoromethyl) pyrimidin-4-yl)-7-(dimethylphosphoryl)-1H-indole-6-carboxylate N[C@@H]1C[C@H](CC1)NC1=NC=C(C(=N1)C1=CNC2=C(C(=CC=C12)C(=O)OC)P(=O)(C)C)C(F)(F)F